OC(CCCCCCCCCCCCC(=O)O)CCCCC 14-Hydroxy-nonadecanoic acid